(S)-2-((tert-Butoxycarbonyl)amino)-3-(4,5-dimethyl-1H-1,2,3-triazol-1-yl)propanoic acid C(C)(C)(C)OC(=O)N[C@H](C(=O)O)CN1N=NC(=C1C)C